NC1=NN(C2=CC=CC(=C12)C1=CC=C(C=C1)C=1CCCCC1)C(CCC(=O)O)=O 4-(3-amino-4-(2',3',4',5'-tetrahydro-[1,1'-biphenyl]-4-yl)-1H-indazol-1-yl)-4-oxobutanoic acid